ClC1=CC=C(C=C1)S(=O)(=O)\N=C(\[N+]1=CC=C(C=C1)N(C)C)/N1N=C(C(C1C)C1=CC=CC=C1)C1=CC=C(C=C1)C#N (Z)-1-((((4-chlorophenyl)sulfonyl)imino)(3-(4-cyanophenyl)-5-methyl-4-phenyl-4,5-dihydro-1H-pyrazol-1-yl)methyl)-4-(dimethylamino)pyridin-1-ium